(R,Z)-3-((5-(tert-butyl)-2-methyl-7-(methylthio)-1,1-dioxido-3-(4,4,4-trifluorobutyl)-2,3,4,5-tetrahydrobenzo[f][1,2,5]thiadiazepin-8-yl)oxy)-2-fluoroacrylic acid C(C)(C)(C)N1C[C@H](N(S(C2=C1C=C(C(=C2)O\C=C(\C(=O)O)/F)SC)(=O)=O)C)CCCC(F)(F)F